2-((5-(3-cyclopropyl-1,2,4-thiadiazol-5-yl)-2-methylphenyl)amino)-1-(4-(2-hydroxy-2-methylpropoxy)indolin-1-yl)ethan-1-one C1(CC1)C1=NSC(=N1)C=1C=CC(=C(C1)NCC(=O)N1CCC2=C(C=CC=C12)OCC(C)(C)O)C